ClC1=NC=C(C(=O)NOCC)C(=C1)NC1=C(C=C(C=C1)C)N(C)SC 6-chloro-N-ethoxy-4-((4-methyl-2-(N-methylmethylsulfanylamino)phenyl)amino)nicotinamide